C(C1=CC=CC=C1)(=O)NNC(CN1C(O[C@@]2(C1=O)CCC1=CC(=CC=C12)NC(=O)NC)=O)=O (S)-1-(3'-(2-(2-benzoylhydrazino)-2-oxoethyl)-2',4'-dioxo-2,3-dihydrospiro[indene-1,5'-oxazolidine]-5-yl)-3-methylurea